OCC1C(CC2=C(C(=C(O2)C(=O)[O-])C(F)(F)F)C1=O)C 5-(hydroxymethyl)-6-methyl-4-oxo-3-(trifluoromethyl)-4,5,6,7-tetrahydro-1-benzofuran-2-carboxylate